1-(3-chloropyridin-4-yl)-1H-benzo[d]imidazol-2(3H)-one ClC=1C=NC=CC1N1C(NC2=C1C=CC=C2)=O